2,4-dihydroxybenzoate bismuth [Bi+3].OC1=C(C(=O)[O-])C=CC(=C1)O.OC1=C(C(=O)[O-])C=CC(=C1)O.OC1=C(C(=O)[O-])C=CC(=C1)O